Methyl 2-furoate (Methyl furan-2-carboxylate) CC1=C(OC=C1)C(=O)O.O1C(=CC=C1)C(=O)OC